COC(NC=1N=C(C2=C(N1)C=NN2CC=2N=NC(=CC2OC)C2CCN(CC2)C(C)C)N[C@H](CCO)CCC)=O (S)-(7-((1-hydroxyhex-3-yl)amino)-1-((6-(1-isopropylpiperidin-4-yl)-4-methoxypyridazin-3-yl)methyl)-1H-pyrazolo[4,3-d]Pyrimidin-5-yl)carbamic acid methyl ester